(E)-3-(4-bromophenyl)-1-(6-methoxy-2,4-bis(methoxymethoxy)-3-(3-methylbut-2-en-1-yl)phenyl)prop-2-en-1-one BrC1=CC=C(C=C1)/C=C/C(=O)C1=C(C(=C(C=C1OC)OCOC)CC=C(C)C)OCOC